2-(toluene-4-sulfonylmethyl)-acrylic acid (6-methacryloyl-oxyhexyl) ester C(C(=C)C)(=O)OCCCCCCOC(C(=C)CS(=O)(=O)C1=CC=C(C)C=C1)=O